ethyl 1-(1,4-dioxaspiro[4.5]dec-8-yl)-1H-pyrazole-4-carboxylate O1CCOC12CCC(CC2)N2N=CC(=C2)C(=O)OCC